(2R,5R)-5-{4-[4-(trifluoromethyl)phenyl]-phenyl}-1H-pyrrole-2-carboxamide hydrochloride Cl.FC(C1=CC=C(C=C1)C1=CC=C(C=C1)C1=CC=C(N1)C(=O)N)(F)F